3-[4-[2-(Methylamino)ethylcarbamoyl]phenyl]-1-sulfamoyl-pyrrole-2-carboxylic acid hydrochloride Cl.CNCCNC(=O)C1=CC=C(C=C1)C1=C(N(C=C1)S(N)(=O)=O)C(=O)O